(1R,2R,3aS,9aS)-1-((S)-3-hydroxyoctyl)-2,3,3a,4,9,9a-hexahydro-1H-cyclopenta[b]naphthalene-2,5-diol O[C@H](CC[C@H]1[C@@H](C[C@H]2[C@@H]1CC=1C=CC=C(C1C2)O)O)CCCCC